CC1=NNC(=C1CC(=O)N1CC2=CC(=CC=C2CC1)OC1=CC(=C(C=C1)C(F)(F)F)F)C 2-(3,5-dimethyl-1H-pyrazol-4-yl)-1-(7-(3-fluoro-4-(trifluorometh-yl)phenoxy)-3,4-dihydro-isoquinolin-2(1H)-yl)-ethan-1-one